rac-4-(2,3-dichloro-6-((2-(trimethylsilyl)ethoxy)methoxy)phenyl)-1-(1-vinyl-1H-pyrazol-4-yl)pyrrolidine-2-thione ClC1=C(C(=CC=C1Cl)OCOCC[Si](C)(C)C)[C@H]1CC(N(C1)C=1C=NN(C1)C=C)=S |r|